((R)-5-hydroxy-4,5,6,7-tetrahydropyrazolo[1,5-a]pyridin-3-yl)-4-azaspiro[2.5]octane-7-carboxamide O[C@H]1CC=2N(CC1)N=CC2C2CC21NCCC(C1)C(=O)N